SC1=C(C#N)C(=CC(=N1)C)C 2-Mercapto-4,6-dimethylnicotinonitrile